3-(1-oxo-5-(2,8-diazaspiro[4.5]decan-8-yl)isoindolin-2-yl)piperidine-2,6-dione O=C1N(CC2=CC(=CC=C12)N1CCC2(CCNC2)CC1)C1C(NC(CC1)=O)=O